ethyl (R)-3-(4-(2-(5-((6,7-difluoro-4-(methylsulfonyl)-1H-indol-5-yl)oxy)-2-fluorophenyl)-1-methyl-1H-imidazol-4-yl)-4-methylchroman-8-yl)propanoate FC1=C(C(=C2C=CNC2=C1F)S(=O)(=O)C)OC=1C=CC(=C(C1)C=1N(C=C(N1)[C@@]1(CCOC2=C(C=CC=C12)CCC(=O)OCC)C)C)F